4-(4-((trimethylsilyl)ethynyl)benzyl)piperidine-1-carboxylic acid tert-butyl ester C(C)(C)(C)OC(=O)N1CCC(CC1)CC1=CC=C(C=C1)C#C[Si](C)(C)C